C1(CC1)C1=CC(=CC(=N1)N1C(C2=CC(=CC(=C2C1)C(F)(F)F)COC[C@H]1CNCC1)=O)C1=C(C=C(C=C1)F)C1=NN=CN1C (R)-2-(6-Cyclopropyl-4-(4-fluoro-2-(4-methyl-4H-1,2,4-triazol-3-yl)phenyl)pyridin-2-yl)-6-((pyrrolidin-3-ylmethoxy)methyl)-4-(trifluoromethyl)isoindolin-1-one